(S)-3-chloro-1-[2-[2-(1-hydroxy-1-methyl-ethyl)thiazol-4-yl]-5-methyl-4-pyridinyl]-6-methyl-4-[(1S)-1-(3,5-difluoro-2-pyridinyl)ethoxy]pyridin-2-one ClC=1C(N(C(=CC1O[C@@H](C)C1=NC=C(C=C1F)F)C)C1=CC(=NC=C1C)C=1N=C(SC1)C(C)(C)O)=O